C(#N)C1=CC(=C(OC2=C(C(=O)NC3=CC(=CC=C3)[S@@](=O)(=N)C)C(=CC(=N2)C(F)(F)F)C)C=C1)OC (R)-2-(4-cyano-2-methoxyphenoxy)-4-methyl-N-(3-(S-methylsulfonimidoyl)phenyl)-6-(trifluoromethyl)nicotinamide